1-bromo-3,4-diaminobenzene BrC1=CC(=C(C=C1)N)N